7-chloro-N,N-bis(2,4-dimethoxybenzyl)-2-(ethoxymethyl)-1H-imidazo[4,5-d]pyridazin-4-amine ClC=1N=NC(=C2C1NC(=N2)COCC)N(CC2=C(C=C(C=C2)OC)OC)CC2=C(C=C(C=C2)OC)OC